3-(4-chlorophenylethyl)-N-(2-(2-cyano-4,4-difluoropyrrolidin-1-yl)-2-oxoethyl)isonicotinamide ClC1=CC=C(C=C1)CCC1=C(C(=O)NCC(=O)N2C(CC(C2)(F)F)C#N)C=CN=C1